ICC=1C=[NH+]C=CC1 3-(iodomethyl)pyridinium